Benzyl-N-((1-cyanopyrrolidin-3-yl)methyl)-5-methyl-1H-pyrazole-3-carboxamide C(C1=CC=CC=C1)N1N=C(C=C1C)C(=O)NCC1CN(CC1)C#N